Vinyl-TriMethoxySilane 3-[5-amino-4-carbamoyl-3-[4-[[(2-methoxybenzoyl)amino]methyl]phenyl]pyrazol-1-yl]cyclohexanecarboxylate NC1=C(C(=NN1C1CC(CCC1)C(=O)O)C1=CC=C(C=C1)CNC(C1=C(C=CC=C1)OC)=O)C(N)=O.C(=C)[Si](OC)(OC)OC